Boc-piperazine methyl-formate COC=O.C(=O)(OC(C)(C)C)N1CCNCC1